COC1=CC=C(C=C1)N=C=O 4-Methoxyphenylisocyanat